1-(4-((4-fluorobenzyl)oxy)phenoxy)-3-((2-hydroxyethyl)amino)propan-2-ol FC1=CC=C(COC2=CC=C(OCC(CNCCO)O)C=C2)C=C1